2-fluoro-N-[(3R)-3-piperidyl]-N-[2-(4-sulfamoylphenyl)thieno[3,2-c]pyridin-4-yl]-4-(triazolo[4,5-b]pyridin-3-yl)benzamide FC1=C(C(=O)N(C2=NC=CC3=C2C=C(S3)C3=CC=C(C=C3)S(N)(=O)=O)[C@H]3CNCCC3)C=CC(=C1)N1N=NC=3C1=NC=CC3